2-chloro-6-(hydroxymethyl)benzonitrile ClC1=C(C#N)C(=CC=C1)CO